ClC1=CC=C(C=C1)C1=NC(C=2C(C3=C1C=C(C=C3)OC)=CN(C(C2)=O)C)CC(=O)NC2=CC=C(C=C2)O 2-(7-(4-chlorophenyl)-9-methoxy-2-methyl-3-oxo-3,5-dihydro-2H-benzo[c]pyrido[3,4-e]azepin-5-yl)-N-(4-hydroxyphenyl)acetamide